quinazolinooxazine C1=NC=NC=2C=CC3=C(C=CNO3)C12